5-tert-butyl-1,3-di(1-methoxy-1-methyl-ethyl)benzene C(C)(C)(C)C=1C=C(C=C(C1)C(C)(C)OC)C(C)(OC)C